(nicotinamide) 4-oxobutanoate O=CCCC(=O)O.C(C1=CN=CC=C1)(=O)N